C(#N)C1=CC=C(CNC(=O)C2=NN(C=3C(N(CCC32)CC3(CC3)S(=O)(=O)C(COCCNC(OC(C)(C)C)=O)(C)C)=O)C)C=C1 tert-Butyl (2-(2-((1-((3-((4-cyanobenzyl)carbamoyl)-1-methyl-7-oxo-4,5-dihydro-1H-pyrazolo[3,4-c]pyridin-6(7H)-yl)methyl)cyclopropyl)sulfonyl)-2-methylpropoxy)ethyl)carbamate